Tert-butyl 6-(2-(2,6-dioxopiperidin-3-yl)-1-oxoisoindolin-5-yl)-2,6-diazaspiro[3.3]heptane-2-carboxylate O=C1NC(CCC1N1C(C2=CC=C(C=C2C1)N1CC2(CN(C2)C(=O)OC(C)(C)C)C1)=O)=O